1-(5-methylthiophen-2-yl)-3-phenylprop-2-en-1-one CC1=CC=C(S1)C(C=CC1=CC=CC=C1)=O